3-methyl-pentanol CC(CCO)CC